C1=CC=CC=2C3=CC=CC=C3C(C12)COC(=O)NC=1C=C(CSCC(=O)O)C=CC1 2-((3-((((9H-fluoren-9-yl)methoxy)carbonyl)amino)benzyl)thio)acetic acid